FC1=CC=C(C=C1)S(=O)(=O)N1C[C@H](OCC1)C1=CSC2=C1C=CC=C2 |r| rac-3-[4-(4-fluorophenyl)sulfonylmorpholin-2-yl]benzothiophene